(2S,4S)-4-fluoro-1-(2-(4-((8-methoxyquinolin-5-yl)amino)piperidin-1-yl)acetyl)pyrrolidine-2-carbonitrile F[C@H]1C[C@H](N(C1)C(CN1CCC(CC1)NC1=C2C=CC=NC2=C(C=C1)OC)=O)C#N